7-methyl-8-{4-[(1-methylpiperidin-4-yl)oxy]phenyl}-2-sulfanyl-3H-pyrazolo[1,5-a][1,3,5]triazin-4-one CC1=NN2C(N=C(NC2=O)S)=C1C1=CC=C(C=C1)OC1CCN(CC1)C